ClC(C1=NC(=NO1)C1=CC=C(CNC=2C(C(C2NCC=2C=NN(C2)C)=O)=O)C=C1)(F)F 3-((4-(5-(chlorodifluoromethyl)-1,2,4-oxadiazol-3-yl)benzyl)amino)-4-(((1-methyl-1H-pyrazol-4-yl)methyl)amino)cyclobut-3-ene-1,2-dione